tert-butyl (6-(4-((6-isopropoxypyrazin-2-yl)amino)-3-methylisoxazol-5-yl)-2-methylpyridin-3-yl)carbamate C(C)(C)OC1=CN=CC(=N1)NC=1C(=NOC1C1=CC=C(C(=N1)C)NC(OC(C)(C)C)=O)C